C1N(CCCC2=C1C=CC=C2)C2=NC(=NC(=C2)C=2C=C(C=CC2)C)N 4-(1,3,4,5-Tetrahydro-2H-benzo[c]azepin-2-yl)-6-(m-tolyl)pyrimidin-2-amine